ClC=1C=C2C(=NC(=NC2=C(C1C1=CC(=CC2=CC=CC=C12)O)F)N1CC(C1)N(C)C)C1CN(C1)C(=O)[O-] (S or R)-3-(6-chloro-2-(3-(dimethylamino)azetidine-1-yl)-8-fluoro-7-(3-hydroxynaphthalen-1-yl)quinazolin-4-yl)azetidine-1-carboxylate